N1(CCCCC1)C1=CC=[N+](C=C1)S(=O)(=O)C(F)(F)F 4-(piperidin-1-yl)-1-trifluoromethylsulfonylpyridine-1-ium